[Cl-].[Cl-].CC(CC)(CC)C1(C=CC=C1)[Zr+2]C1(C=CC=C1)C(CC)(CC)C bis((3-methylpentan-3-yl)cyclopentadienyl)zirconium dichloride